1,3,5-trioxane iodide [I-].O1COCOC1